(3z,6z)-3-benzylidene-6-{[5-(2-methyl-2-propanyl)-1H-imidazol-4-yl]methylene}-2,5-piperazinedione C(/C1=CC=CC=C1)=C/1\C(N\C(\C(N1)=O)=C/C=1N=CNC1C(C)(C)C)=O